(3R,4R)-4-hydroxy-3-methyl-piperidine-1-carboxylic acid benzyl ester C(C1=CC=CC=C1)OC(=O)N1C[C@H]([C@@H](CC1)O)C